5-methyl-4-(4,4,5,5-tetramethyl-1,3,2-dioxaborolan-2-yl)-1H-indole CC=1C(=C2C=CNC2=CC1)B1OC(C(O1)(C)C)(C)C